Cl.FC1CNCCC1N1N=CC(=C1)[N+](=O)[O-] 3-fluoro-4-(4-nitro-1H-pyrazol-1-yl)piperidine hydrochloride